N-propylthiourea C(CC)NC(=S)N